10-hydroxy-4,6,8-trimethylundecyl methoxymethyl ether COCOCCCC(CC(CC(CC(C)O)C)C)C